C(C)C1=C(C(=CC=C1)CC)N1C(=NC(C(=C1O)CC1=CC(=C(C=C1)C1=C(C=NC=C1)C)F)=O)C1=NN(C=C1)CC 1-(2,6-diethylphenyl)-2-(1-ethyl-1H-pyrazol-3-yl)-5-{[3-fluoro-4-(3-methylpyridin-4-yl)phenyl]methyl}-6-hydroxy-1,4-dihydropyrimidin-4-one